FC1CC2=CC=CC(=C2C1)C1=C(C=C2C(=N1)C(=NN2)C=2C=NN(C2)C)OC 5-(2-fluoro-2,3-dihydro-1H-inden-4-yl)-6-methoxy-3-(1-methyl-1H-pyrazol-4-yl)-1H-pyrazolo[4,3-b]pyridine